Cl.NC(=N)NNC(=N)N biguanidine hydrochloride salt